tert-butyl 7-[7-bromo-8-(2,2-difluoroethoxy)-6-iodo-2-{[(2S)-1-methylpyrrolidin-2-yl] methoxy} quinazolin-4-yl]-2,7-diazaspiro[3.5]nonane-2-carboxylate BrC1=C(C=C2C(=NC(=NC2=C1OCC(F)F)OC[C@H]1N(CCC1)C)N1CCC2(CN(C2)C(=O)OC(C)(C)C)CC1)I